C(C)N(C(C1=CC=C(C=C1)OCCN1CCCC1)=O)C1=C(C=CC(=C1)C(F)(F)F)N1CC2=CC=C(C=C2CC1)O N-ethyl-N-(2-(6-hydroxy-3,4-dihydroisoquinolin-2(1H)-yl)-5-(trifluoromethyl)phenyl)-4-(2-(pyrrolidin-1-yl)ethoxy)benzamide